O=C1N(CCC(N1)=O)C=1C=C(C(=O)[O-])C=CC1C 3-(2,4-dioxotetrahydropyrimidin-1(2H)-yl)-4-methylbenzoate